4-(cycloheptyloxy)cyclohexanone C1(CCCCCC1)OC1CCC(CC1)=O